6-chloro-3-(5-chloro-2-methoxyphenyl)-3-methylindolin-2-one ClC1=CC=C2C(C(NC2=C1)=O)(C)C1=C(C=CC(=C1)Cl)OC